7-ethyl-6-(1-((1-methyl-5-(trifluoromethyl)-1H-pyrazol-4-yl)sulfonyl)piperidin-4-yl)-[1,2,4]triazolo[1,5-a]pyridine C(C)C1=CC=2N(C=C1C1CCN(CC1)S(=O)(=O)C=1C=NN(C1C(F)(F)F)C)N=CN2